FC1=C(C=C(C=C1)F)C1=NN([C@@](S1)(C1=CC=CC=C1)CCCN(C(OC1=CC=C(C=C1)[N+](=O)[O-])=O)C)C(N(C)OC)=O 4-nitrophenyl (S)-(3-(5-(2,5-difluorophenyl)-3-(methoxy(methyl)carbamoyl)-2-phenyl-2,3-dihydro-1,3,4-thiadiazol-2-yl)propyl)(methyl)carbamate